FC=1C(=CC=C2C(=NN(C12)C)N1C(NC(CC1)=O)=O)N1CCN(CC1)C[C@H]1CNCC1 (R)-1-(7-fluoro-1-methyl-6-(4-(pyrrolidin-3-ylmethyl)piperazin-1-yl)-1H-indazol-3-yl)dihydropyrimidine-2,4(1H,3H)-dione